ClC1=C(C=CC=C1)C1=NC(=NC(=N1)N[C@H](C)C1CC1)N[C@H](C)C1CC1 6-(2-chlorophenyl)-N2,N4-bis((R)-1-cyclopropylethyl)-1,3,5-triazine-2,4-diamine